[Ba].[Si](=O)=O silicon dioxide, barium salt